benzyl-(2-((3-chloro-2-fluorophenylmethyl)amino)-2-oxoethyl)-1H-indazole-3-carboxamide C(C1=CC=CC=C1)C1=C2C(=NN(C2=CC=C1)CC(=O)NCC1=C(C(=CC=C1)Cl)F)C(=O)N